C(CC(C)C)OCC1=CC(=C(C=C1)O)OC 4-((isopentyloxy)methyl)-2-methoxyphenol